FC(C1=NN=C(O1)C1=CC=2N(C=C1)C=C(N2)CNC2=CC(=CC=C2)F)F N-((7-(5-(difluoromethyl)-1,3,4-oxadiazol-2-yl)imidazo[1,2-a]pyridin-2-yl)methyl)-3-fluoroaniline